FC1=C(C=C(C=C1)F)N1CC(CC1)CN (1-(2,5-difluorophenyl)pyrrolidin-3-yl)methanamine